(3,5-dimethyl-1-(4-(5-(trifluoromethyl)-1,2,4-oxadiazol-3-yl)phenyl)-1H-pyrazol-4-yl)-N-phenylacetamide CC1=NN(C(=C1CC(=O)NC1=CC=CC=C1)C)C1=CC=C(C=C1)C1=NOC(=N1)C(F)(F)F